Ethyl (R)-3-(4-((1-((4-(benzofuran-2-yl)phenyl)amino)-4-methyl-1-oxopentan-2-yl)amino)benzamido)propanoate O1C(=CC2=C1C=CC=C2)C2=CC=C(C=C2)NC([C@@H](CC(C)C)NC2=CC=C(C(=O)NCCC(=O)OCC)C=C2)=O